2-[3-bromo-6-[2,4-difluoro-N-[(4-methoxyphenyl)methyl]anilino]pyrazin-2-yl]-2-ethyl-butanal BrC=1C(=NC(=CN1)N(C1=C(C=C(C=C1)F)F)CC1=CC=C(C=C1)OC)C(C=O)(CC)CC